5-methyl-2-(m-tolyl)-2,4-dihydro-pyrazol-3-one CC=1CC(N(N1)C=1C=C(C=CC1)C)=O